4-(6-((2-fluoro-4-(1-methylpiperidine-4-carbonyl)benzyl)oxy)pyridin-2-yl)piperidine-1-carboxylate FC1=C(COC2=CC=CC(=N2)C2CCN(CC2)C(=O)[O-])C=CC(=C1)C(=O)C1CCN(CC1)C